(5-(2,4-dioxotetrahydropyrimidin-1(2H)-yl)-6-fluoropyridin-3-yl)methyl methanesulfonate CS(=O)(=O)OCC=1C=NC(=C(C1)N1C(NC(CC1)=O)=O)F